O=C1CC(CC1)N1C(C2=CC=CC=C2C1=O)=O 2-(3-oxocyclopentyl)isoindoline-1,3-dione